3-bromo-2-(4-methoxyphenyl)imidazo[1,2-a]pyridine BrC1=C(N=C2N1C=CC=C2)C2=CC=C(C=C2)OC